1-fluoro-3-(tetrahydro-2H-pyran-2-yl)-7-(2,2,2-trifluoroethyl)-3,8,9,10-tetrahydrocyclohepta[e]indazol-6-yl trifluoromethanesulfonate FC(S(=O)(=O)OC1=C(CCCC=2C=3C(=NN(C3C=CC21)C2OCCCC2)F)CC(F)(F)F)(F)F